FC1=C(C=CC=C1F)[C@@H]1N(OCC1)C1=CC(=NC=N1)NC=1C(=CC(=C(C1)NC(C=C)=O)N1CCC(CC1)N1C[C@H](N(CC1)C)C)OC N-(5-((6-((R)-3-(2,3-difluorophenyl)isoxazolidine-2-yl)pyrimidine-4-yl)amino)-2-(4-((R)-3,4-dimethylpiperazine-1-yl)piperidine-1-yl)-4-methoxyphenyl)acrylamide